N1C=C(C2=CC=CC=C12)CCNC1=C2N=CN(C2=NC(=N1)C=1C=NC=C(C1)F)[C@@H](CC)O |r| (R/S)-(6-(2-(1H-indol-3-yl)ethylamino)-2-(5-fluoropyridin-3-yl)-9H-purin-9-yl)propan-1-ol